4-(2-bromoethyl)-1-chloro-2-(trifluoromethyl)benzene BrCCC1=CC(=C(C=C1)Cl)C(F)(F)F